sodium dixylate C1(=C(C(=CC=C1)C)C)C(=O)[O-].C1(=C(C(=CC=C1)C)C)C(=O)[O-].[Na+].[Na+]